phenanthro[9',10':4,5]furo[2,3-b]pyrazine C1=CC=CC2=C3C=CC=CC3=C3C(C=4C(=NC=CN4)O3)=C12